naphthalenetetracarboxylic acid diimide lithium salt [Li+].C1(=C(C(=C(C2=CC=CC=C12)C(=O)[O-])C(=O)[O-])C([O-])=N)C([O-])=N.[Li+].[Li+].[Li+]